(S)-2',3',4',4a',5',6'-hexahydro-1'H-spiro[cyclopropane-1,7'-naphtho[1,8-cd]azepine] C1NCC[C@H]2C=3C1=CC=CC3C3(CC2)CC3